3-methylpyrazolo[1,5-a]pyrazine-4,6-diol CC=1C=NN2C1C(=NC(=C2)O)O